(4aR,8aS)-6-[(1R,5S,6r)-6-[[2-fluoro-4-(trifluoromethyl)phenoxy]methyl]-3-azabicyclo[3.1.0]hexane-3-carbonyl]-4,4a,5,7,8,8a-hexahydropyrido[4,3-b][1,4]oxazin-3-one FC1=C(OCC2[C@H]3CN(C[C@@H]23)C(=O)N2C[C@@H]3[C@@H](OCC(N3)=O)CC2)C=CC(=C1)C(F)(F)F